CC1=C(C(=CC=C1)C)NC1=NN(C2=NC(=NC=C21)NC2=CC=C(C=C2)N2CCNCC2)C N3-(2,6-dimethylphenyl)-1-methyl-N6-(4-(piperazin-1-yl)phenyl)-1H-pyrazolo[3,4-d]pyrimidine-3,6-diamine